N-(4,6-dimethylpyridin-2-yl)-6-(4-(4-isopropylpiperazin-1-yl)phenyl)-1-methyl-2-(1-(methylsulfonyl)piperidin-4-yl)-1H-benzo[d]imidazol-4-amine CC1=CC(=NC(=C1)C)NC1=CC(=CC=2N(C(=NC21)C2CCN(CC2)S(=O)(=O)C)C)C2=CC=C(C=C2)N2CCN(CC2)C(C)C